1-(4-methylphenyl)-ethanone CC1=CC=C(C=C1)C(C)=O